C(C)OC1=CC(=CC=C1)C 1-ethoxy-3-methylbenzene